OC1=C(C=CC=C1)C1=CC2=C(N=N1)N(C=C2OCC2CN(C2)C(=O)OC(C)(C)C)COCC[Si](C)(C)C tert-butyl 3-({[3-(2-hydroxyphenyl)-7-{[2-(trimethylsilyl)ethoxy]methyl}pyrrolo[2,3-c]pyridazin-5-yl]oxy}methyl)azetidine-1-carboxylate